NC(CCC(C(C)C)N1CC2(C1)CN(CC2)C=2N=CN=NC2OC2=C(C(=O)N(C(C)C)CC)C=C(C=C2)F)(C)C 2-((5-(2-(6-amino-2,6-dimethylhept-3-yl)-2,6-diazaspiro[3.4]oct-6-yl)-1,2,4-triazin-6-yl)oxy)-N-ethyl-5-fluoro-N-isopropylbenzamide